N-(n-butyl)aminopropylmethyldimethoxysilane C(CCC)NCCC[Si](OC)(OC)C